C(C)OC(C[C@H](CO)O)=O (R)-ethyl-3,4-dihydroxybutyrate